COCCN(C1=NNC=C1)C N-(2-methoxyethyl)-N-methyl-1H-pyrazol-3-amine